N-(5-chloro-2-methoxyphenyl)-2-(3-(4-chlorophenyl)-6-oxopyridazin-1(6H)-yl)acetamide ClC=1C=CC(=C(C1)NC(CN1N=C(C=CC1=O)C1=CC=C(C=C1)Cl)=O)OC